1,1-dioxo-1,2-benzisothiazol-3(2H)-one O=S1(NC(C2=C1C=CC=C2)=O)=O